N-[(2S,3R,4S)-2-[(3-chloro-2-fluorophenyl)-methyl]-4-fluoro-1-(oxetane-2-carbonyl)-pyrrolidin-3-yl]ethanesulfonamide ClC=1C(=C(C=CC1)C[C@@H]1N(C[C@@H]([C@@H]1NS(=O)(=O)CC)F)C(=O)C1OCC1)F